NC=1C=C(C=C(C1)C(F)(F)F)[C@@H](C)NC1=NC(=NN2C1=CC(=C2)CN(C)CC2=CC=C(C=C2)OC)C N-[(1R)-1-[3-amino-5-(trifluoromethyl)phenyl]ethyl]-6-[[(4-methoxyphenyl)methyl-methyl-amino]methyl]-2-methyl-pyrrolo[2,1-f][1,2,4]triazin-4-amine